(S)-2-((6-(2-(2-propenoyl-2,5,8-triazaspiro[3.5]nonan-8-yl)ethyl)-1,7-dimethyl-2-oxo-1,2,3,4,5,6-hexahydrobenzo[b][1,4]diazocine-3-yl)amino)-6-methyl-4-(trifluoromethyl)nicotinonitrile C(C=C)(=O)N1CC2(C1)NCCN(C2)CCN2C1=C(N(C([C@H](CC2)NC2=C(C#N)C(=CC(=N2)C)C(F)(F)F)=O)C)C=CC=C1C